C(=CC1=C(N(CC)[Si](C)(C)C)C=CC=C1)C1=C(N([Si](C)(C)C)CC)C=CC=C1 ethenylenebis[N-ethyl-N-(trimethylsilyl)aniline]